C1(CCCCC1)C1N(CCC2=CC=CC=C12)C(CCC(=O)NCC1=CC(=CC=C1)C(F)(F)F)=O 4-(1-Cyclohexyl-3,4-dihydro-1H-isoquinolin-2-yl)-4-oxo-N-[[3-(trifluoromethyl)-phenyl]methyl]butyric acid amide